C(=O)NC=1C(N(C(=CC1C)O)CC)=O 3-formamido-4-methyl-6-hydroxy-N-ethyl-pyridone